2-(4-(5-fluoro-2-methoxypyridin-3-yl)but-3-yn-1-yl)isoindoline-1,3-dione FC=1C=C(C(=NC1)OC)C#CCCN1C(C2=CC=CC=C2C1=O)=O